O.N[C@@H](CCCNC(N)=N)C(=O)O.COCCCN(C(=O)[C@@H](CCC(=O)O)CS(=O)(=O)C1=CC2=CC=CC=C2C=C1)CCCCC 4(R)-[N-(3-Methoxypropyl)-N-Pentylcarbamoyl]-5-(2-Naphthylsulfonyl)Pentanoic Acid L-Arginine Salt Monohydrate